Cl.Cl.CC1OC2=C(CC1)C(=C(C(=C2C)C)O)C 3,4-dihydro-2,5,7,8-tetramethyl-2H-1-benzopyran-6-ol 2HCl